(rac)-[4-[2-(4-amino-1-methyl-2-oxabicyclo[2.1.1]hexan-3-yl)-3H-imidazo[4,5-b]pyridin-7-yl]-1-piperidyl]-[4-(trifluoromethoxy)phenyl]methanone NC12[C@@H](OC(C1)(C2)C)C2=NC=1C(=NC=CC1C1CCN(CC1)C(=O)C1=CC=C(C=C1)OC(F)(F)F)N2 |r|